6-[(E)-2-(4-fluorophenyl)ethenyl]-7H-purine FC1=CC=C(C=C1)/C=C/C1=C2NC=NC2=NC=N1